6-hydroxy-2-methyl-5-nitrobenzo[d]thiazole OC1=CC2=C(N=C(S2)C)C=C1[N+](=O)[O-]